5-Fluoro-1-isopropyl-1H-[1,2,3]triazolo[4,5-h]quinazolin-8-yl trifluoromethanesulfonate FC(S(=O)(=O)OC1=NC=2C3=C(C=C(C2C=N1)F)N=NN3C(C)C)(F)F